9-(6-chloro-8-fluoro-7-(3-hydroxynaphthalen-1-yl)-2-(((S)-1-methylpyrrolidin-2-yl)methoxy)quinazolin-4-yl)-3,9-diazabicyclo[4.2.1]nonane-3-carboxylic acid tert-butyl ester C(C)(C)(C)OC(=O)N1CC2CCC(CC1)N2C2=NC(=NC1=C(C(=C(C=C21)Cl)C2=CC(=CC1=CC=CC=C21)O)F)OC[C@H]2N(CCC2)C